OC1=CC2=C(CC(NC(C(N2C)C(C)C)=O)CO)C=C1 9-hydroxy-5-(hydroxymethyl)-2-isopropyl-1-methyl-1,2,5,6-tetrahydro-1,4-benzodiazocin-3(4H)-one